2-[5-bromo-(3-indolyl)]cyclohexanone BrC=1C=C2C(=CNC2=CC1)C1C(CCCC1)=O